P(=O)(OC1=CC=CC=C1)(OC1=CC=CC=C1)OCC(F)(F)F Diphenyl trifluoroethyl phosphate